C(C)(C)(C)OC(=O)C1=C(C=CC(=N1)N1CC2=C(C=CC=C2CC1)C(=O)OC)C=1C=NN(C1C)CC12CC3(CC(CC(C1)(C3)C)(C2)C)OCCO methyl 2-[6-(tert-butoxycarbonyl)-5-(1-{[3-(2-hydroxyethoxy)-5,7-dimethyladamantan-1-yl]methyl}-5-methyl-1H-pyrazol-4-yl)pyridin-2-yl]-1,2,3,4-tetrahydroisoquinoline-8-carboxylate